CCCCC/C=C\\C[C@H]1[C@H](O1)/C=C/C(C/C=C\\CCCC(=O)O)O The molecule is a C20 trienoic hydroxy fatty acid consisting of 8-hydroxyicosa-5,9,14-trienoic acid having an epoxy group at the 11,12-position. It is an epoxy fatty acid, a long-chain fatty acid, a trienoic fatty acid and a hydroxy polyunsaturated fatty acid. It derives from a (5Z,9E,14Z)-icosa-5,9,14-trienoic acid. It is a conjugate acid of a (5Z,9E,14Z)-(8xi,11R,12S)-11,12-epoxy-8-hydroxyicosa-5,9,14-trienoate.